1-(5-(3-((5-cyano-4-(4-fluorophenyl)thiazol-2-yl)(methyl)amino)-2-ethylimidazo[1,2-a]pyridin-6-yl)pyrimidin-2-yl)-N-(piperidin-4-yl)azetidine-3-carboxamide hydrochloride Cl.C(#N)C1=C(N=C(S1)N(C1=C(N=C2N1C=C(C=C2)C=2C=NC(=NC2)N2CC(C2)C(=O)NC2CCNCC2)CC)C)C2=CC=C(C=C2)F